5-(4-isocyanato-4'-methoxy-3'-methyl-[1,1'-biphenyl]-2-yl)-2-trityl-2H-tetrazole N(=C=O)C1=CC(=C(C=C1)C1=CC(=C(C=C1)OC)C)C=1N=NN(N1)C(C1=CC=CC=C1)(C1=CC=CC=C1)C1=CC=CC=C1